tert-butyl N-[5-[4-[6-(dimethyl-amino)-1,3-benzothiazol-2-yl]phenyl]pyridin-2-yl]-N-[2-[2-[2-[2-[2-(2-iodoethoxy)ethoxy]-ethoxy]ethoxy]ethoxy]ethyl]carbamate CN(C1=CC2=C(N=C(S2)C2=CC=C(C=C2)C=2C=CC(=NC2)N(C(OC(C)(C)C)=O)CCOCCOCCOCCOCCOCCI)C=C1)C